S1C2=C(C=C1[C@@H](CC[C@@H]1[C@H]([C@H](C[C@H]1O)O)CCCCCCC(=O)OCC1=CC=C(C=C1)C(C(=O)NC=1C=C3C=CN=CC3=CC1)CNC(=O)OC(C)(C)C)O)C=CC=C2 4-(3-(tert-butoxycarbonylamino)-1-(isoquinolin-6-ylamino)-1-oxopropan-2-yl)benzyl 7-((1R,2R,3R,5S)-2-((R)-3-(benzo[b]thiophen-2-yl)-3-hydroxypropyl)-3,5-dihydroxycyclopentyl)heptanoate